dimethyl-4,4'-biphenyl diisocyanate [N-]=C=O.[N-]=C=O.CC1=CC=C(C=C1)C1=CC=C(C=C1)C